OC1=C(CNC(=O)C2=NC3=C(C(=CC=C3C=C2)C(=O)O)O)C=CC=C1O 2-(2,3-dihydroxybenzylcarbamoyl)-8-hydroxyquinoline-7-carboxylic acid